methyl 2-[4-(2-bromo-1,3-thiazole-4-sulfonamido)-3-methoxycyclohexyl]acetate BrC=1SC=C(N1)S(=O)(=O)NC1C(CC(CC1)CC(=O)OC)OC